8-Bromo-3,4-dihydro-2H-pyrano[3,2-c]pyridine-4-ol BrC=1C2=C(C=NC1)C(CCO2)O